C(C)(C)(C)OC(=O)C1=CC=NC2=CC=C(C=C12)N1CCO[C@@H](CC1)C (R)-6-(7-methyl-1,4-oxaazepan-4-yl)quinoline-4-carboxylic acid tert-butyl ester